CO[C@@H]1CC2=CCCN2C1 (2R,7aS)-2-methoxytetrahydro-1H-pyrrolizine